CN1N=CC(=C1)C=1C=C2CN(CC2=CC1)C1=NC=CC(=N1)C1=NC=CC(=N1)/C=C/C1=CC(=NC=C1)N 4-[(E)-2-[2-[2-[5-(1-Methylpyrazol-4-yl)isoindolin-2-yl]pyrimidin-4-yl]pyrimidin-4-yl]vinyl]pyridin-2-amine